C(C1=CC=CC=C1)OC1=CC(=NC=C1)C(C)C=CC1=CC=CC=C1 4-(Benzyloxy)-2-(4-phenylbut-3-en-2-yl)pyridine